NC1=C(C=C(C=C1)N(CCO)CCO)[N+](=O)[O-] 1-amino-2-nitro-4-bis(β-hydroxyethyl)aminobenzene